[5-(3-cyclopropylphenyl)pyridin-2-yl]-2-hydroxypyrimidine-5-carboxamide C1(CC1)C=1C=C(C=CC1)C=1C=CC(=NC1)C1=NC(=NC=C1C(=O)N)O